Dithiodianiline C1=CC=C(C=C1)NSSNC2=CC=CC=C2